C(CC)C([C@@]([C@@]1(C(=C(C(=O)O1)O)[O-])CCC)(O)CCC)(O)CCC tetra-n-propyl-ascorbate